FC1=CC=CC=2C=C3N(C12)C=CNC3=O 6-fluoropyrazino[1,2-a]Indole-1(2H)-one